FC(C(=O)O)(F)F.FC(C(=O)O)(F)F.FC(C(=O)O)(F)F.N1(CCNCC1)CCOC1=NC(=CC(=C1C#N)C1=CC=C(C=C1)F)C1=NC=CC=C1C 2-(2-(piperazin-1-yl)ethoxy)-4-(4-fluorophenyl)-6-(3-methylpyridin-2-yl)pyridine-3-carbonitrile tris-trifluoroacetic acid salt